[Br-].COC1=CC=CC=2N(C3=CC=CC=C3[C@H](C12)C1=CC=CC2=CC=CC=C12)C1=CC=CC=C1 |r| (±)-1-methoxy-9-(naphthalene-1-yl)-10-phenylacridine bromide salt